O1CCN(CC1)CCCCC(=O)CCCCN1CCOCC1 morpholinobutyl ketone